O=C1OCC[C@H]1C(C(=O)N)CCCCCCCC [(3S)-tetrahydro-2-oxo-3-furanyl]decanamide